Benzyl (1R,2S,5S)-6,6-dimethyl-3-[1-(trifluoromethyl) cyclopropanecarbonyl]-3-azabicyclo[3.1.0]hexane-2-carboxylate CC1([C@H]2CN([C@@H]([C@@H]12)C(=O)OCC1=CC=CC=C1)C(=O)C1(CC1)C(F)(F)F)C